FC1=CC=C2C=CC=NC2=C1C=1C(=NC(=CC1)N)N (7-fluoroquinolin-8-yl)pyridine-2,6-diamine